(1R,2S,5S)-N-[2-amino-2-oxo-1-[4-(trifluoromethyl)-3-pyridyl]ethyl]-3-[(2S)-3,3-dimethyl-2-[(2,2,2-trifluoroacetyl)amino]butanoyl]-6,6-dimethyl-3-azabicyclo[3.1.0]hexane-2-carboxamide NC(C(C=1C=NC=CC1C(F)(F)F)NC(=O)[C@@H]1[C@H]2C([C@H]2CN1C([C@H](C(C)(C)C)NC(C(F)(F)F)=O)=O)(C)C)=O